[Si](C1=CC=CC=C1)(C1=CC=CC=C1)(C(C)(C)C)OCC(CC1=CNC2=CC=C(C=C12)C#N)(C)C 3-[3-[(tert-butyldiphenylsilyl)oxy]-2,2-dimethylpropyl]-1H-indole-5-carbonitrile